C(C)(=O)N1[C@@H](CN([C@H](C1)COC)C(C=C)=O)C1=CC(=NC(=C1)Cl)C1=CC(=NC=N1)C(=O)NC 6-(4-((2R,5R)-1-acetyl-4-acryloyl-5-(methoxymethyl)piperazin-2-yl)-6-chloropyridin-2-yl)-N-methylpyrimidine-4-carboxamide